CNC(C(C(C(C(CO)O)O)O)O)=O N-methyl-2,3,4,5,6-pentahydroxyhexanamide